ClC1=CC=C(C=C1)SCC1=CC(C(=CO1)OC(=O)C1=CC=CN1)=O Pyrrole-5-carboxylic acid 6-(((4-chlorophenyl) thio) methyl)-4-oxo-4H-pyran-3-yl ester